2-(chloromethyl)-6-cyclopropyl-7-methylimidazo[1,2-a]pyridine ClCC=1N=C2N(C=C(C(=C2)C)C2CC2)C1